(E)-4-(N-benzyl-4-(3,5-bistrifluoromethylanilino)-2-morpholinylpyrimidine-5-carboxamido)-2-butenecarboxylic acid methyl ester COC(=O)C\C=C\CN(C(=O)C=1C(=NC(=NC1)N1CCOCC1)NC1=CC(=CC(=C1)C(F)(F)F)C(F)(F)F)CC1=CC=CC=C1